(Z)-1-isopropyl-4-((1-isopropyl-6-methoxy-3,4-dihydroquinolin-2(1H)-ylidene)(methoxy)methyl)quinolin-1-ium Iodide [I-].C(C)(C)[N+]1=CC=C(C2=CC=CC=C12)/C(/OC)=C\1/N(C2=CC=C(C=C2CC1)OC)C(C)C